Ethyl 2-amino-4-chloronicotinate (Ethyl 2-amino-4-chloronicotinate) C(C)C1=NC(=C(C(=O)O)C(=C1)Cl)N.NC1=C(C(=O)OCC)C(=CC=N1)Cl